CN(C([C@H](CC(=O)O)N(C)C(=O)OCC1C2=CC=CC=C2C=2C=CC=CC12)=O)C (3S)-4-(dimethylamino)-3-[9H-fluorene-9-ylmethoxycarbonyl-(methyl)amino]-4-oxobutanoic acid